OCC1OCCC1 (hydroxymethyl)oxolan